tert-butyl 5-(4-chloropyrido[3,2-d]pyrimidin-6-yl)-2,5-diazabicyclo[2.2.2]octane-2-carboxylate ClC=1C2=C(N=CN1)C=CC(=N2)N2C1CN(C(C2)CC1)C(=O)OC(C)(C)C